CC1(CC1)NS(=O)(=O)C=1C=C2C(NCNC2=CC1)=O N-(1-methylcyclopropyl)-4-oxo-1,2,3,4-tetrahydroquinazoline-6-sulfonamide